ClC=1C(N(C(=CC1OCC1=NC=C(C=C1F)F)C)C1=CC(=NC=C1C)C1=NC(=CC=C1)C(C(=O)N)(C)C)=C=O 2-(3-chloro-4-((3,5-difluoropyridin-2-yl)methoxy)-5',6-dimethyl-2-carbonyl-2H-[1,4':2',2''-terpyridin]-6''-yl)-2-methylpropanamide